CC(C)=CC=C[C@@H](C)[C@H]1CC[C@H]2C=3CCC4CC(CC[C@]4(C)C3CC[C@]12C)=O cholesten-8(9),24-dien-3-one